2-(3-cyanophenyl)-4-(3,4-dihydroisoquinolin-2(1H)-yl)-5,7-dihydro-6H-pyrrolo[3,4-d]pyrimidine-6-carbonitrile C(#N)C=1C=C(C=CC1)C=1N=C(C2=C(N1)CN(C2)C#N)N2CC1=CC=CC=C1CC2